BrC(C)C1=C2C(C(=C(OC2=CC=C1C)C=1C=C2C=C(NC2=CC1)C)C)=O (1-bromoethyl)-3,6-dimethyl-2-(2-methylindol-5-yl)chromen-4-one